1-(tert-butyl) 4-ethyl-3-oxopiperidine-1,4-dicarboxylate C(C)C1(C(CN(CC1)C(=O)OC(C)(C)C)=O)C(=O)[O-]